CC=1C=C(C=C(C1)C)NC1=NC2=C(C3=CN=CC=C13)N=C1N2C=NC=C1 N-(3,5-dimethylphenyl)pyrimido[6',1':2,3]imidazo[4,5-c][2,6]naphthyridin-5-amine